BrCC1=C(C(=CC=C1)OC)O 2-(bromomethyl)-6-methoxyphenol